C(C)(C)(C)OC(=O)N1CCC=2C1=NC=CC2B(O)O 1-(tert-butoxycarbonyl)-2h,3h-pyrrolo[2,3-b]pyridin-4-ylboronic acid